5-methyl-2-(methyl-d3)-4,5-dihydro-2H-[1,2,3]triazolo[4,5-c][1,7]naphthyridin-6-amine CN1CC=2C(C3=CC=NC(=C13)N)=NN(N2)C([2H])([2H])[2H]